3-(7-((3,3-difluoro-1-methylpiperidin-4-yl)amino)-3-(2,2-difluoroethyl)benzofuran-2-yl)prop-2-yn FC1(CN(CCC1NC1=CC=CC=2C(=C(OC21)C#CC)CC(F)F)C)F